3-(5-(4-((3-(methyl-sulfonyl)azetidin-1-yl)methyl)pyridin-2-yl)-1-oxoisoindolin-2-yl)piperidine-2,6-dione CS(=O)(=O)C1CN(C1)CC1=CC(=NC=C1)C=1C=C2CN(C(C2=CC1)=O)C1C(NC(CC1)=O)=O